FC(C(=O)O)(F)F.ClC1=C(C=C(OCCCC2=C(NC3=C(C=CC=C23)C=2C(=NN(C2C)C)C)C(=O)N)C=C1C)C 3-(3-(4-chloro-3,5-dimethylphenoxy)propyl)-7-(1,3,5-trimethyl-1H-pyrazol-4-yl)-1H-indole-2-carboxamide trifluoroacetate